N-(trans-3-(2-methoxyethoxy)cyclobutyl)-5-(3-methylimidazo[1,2-a]pyrimidin-6-yl)pyrrolo[2,1-f][1,2,4]triazin-2-amine COCCO[C@@H]1C[C@H](C1)NC1=NN2C(C=N1)=C(C=C2)C=2C=NC=1N(C2)C(=CN1)C